The molecule is pentaanion of 3-oxoadipyl-CoA arising from deprotonation of phosphate, diphosphate and carboxylic acid functions. It is a conjugate base of a 3-oxoadipyl-CoA. CC(C)(COP(=O)([O-])OP(=O)([O-])OC[C@@H]1[C@H]([C@H]([C@@H](O1)N2C=NC3=C(N=CN=C32)N)O)OP(=O)([O-])[O-])[C@H](C(=O)NCCC(=O)NCCSC(=O)CC(=O)CCC(=O)[O-])O